C1(CC1)C(=O)NC1=NC(=CC(=N1)C(=O)OC)C methyl 2-(cyclopropanecarboxamido)-6-methylpyrimidine-4-carboxylate